P(O)(=O)(OP(=O)(O)OP(=O)(O)O)OC[C@@H]1[C@H]([C@H]([C@@H](O1)N1C=NC=2C(O)=NC=NC12)O)O inosine 5'-triphosphate